ClC=1SC2=C(N1)C=CC(=C2)C(F)(F)F 2-chloro-6-(trifluoromethyl)-1,3-benzothiazole